L-valyl-L-proline N[C@@H](C(C)C)C(=O)N1[C@@H](CCC1)C(=O)O